BrC1=C(C(=O)NC2CCCC2)C=C(C=C1)N1C=NN=C1 2-bromo-N-cyclopentyl-5-(4H-1,2,4-triazol-4-yl)benzamide